CC(C(=O)NC1=CC=C(C=C1)S(=O)(=O)N1CCCC1)=CC1=CC=CC=C1 2-methyl-3-phenyl-N-[4-(1-pyrrolidinylsulfonyl)phenyl]acryl-amide